C(O[C@H]1C[C@H](C=C2C=C[C@@H]([C@@H]([C@@H]12)CC[C@H]1OC(C[C@@H](C1)OC)=O)C)C)(OC1=CC=C(C=C1)[N+](=O)[O-])=O [(1S,3R,7S,8S,8aR)-8-[2-[(2R,4R)-4-methoxy-6-oxo-tetrahydropyran-2-yl]ethyl]-3,7-dimethyl-1,2,3,7,8,8a-hexahydronaphthalen-1-yl] (4-nitrophenyl) carbonate